N1CC(C1)C1=NC(=NO1)C 5-(azetidin-3-yl)-3-methyl-1,2,4-oxadiazole